tert-butyl (2S)-2-[(1R)-1-(7-bromoquinolin-5-yl)oxyethyl]morpholine-4-carboxylate BrC1=CC(=C2C=CC=NC2=C1)O[C@H](C)[C@@H]1CN(CCO1)C(=O)OC(C)(C)C